S(=O)(=O)([O-])[O-].N[C@@H](CCCCN)C(=O)O.[Fe+2] ferrous monolysinate sulfate